CCCCCCCCCCCCC[C@H]([C@H](CO)[NH3+])O The molecule is a cationic sphingoid that is the conjugate acid of hexadecasphinganine, obtained by protonation of the primary amino function; major species at pH 7.3. It is a conjugate acid of a hexadecasphinganine.